FC=1C(=CC(=NC1)OC)C1=CC(=NN1)C(=O)N1CCCCC1 1-[5-(5-fluoro-2-methoxypyridin-4-yl)-1H-pyrazole-3-carbonyl]piperidine